5-(1-(1-(3-chlorophenyl)ethyl)-1H-pyrazol-4-yl)-1-methyl-pyridin-2(1H)-one ClC=1C=C(C=CC1)C(C)N1N=CC(=C1)C=1C=CC(N(C1)C)=O